BrCC1=CC=C(C=C1)C=1C(=CC=CC1)C(=O)OC(C)(C)C tert-butyl 4'-bromomethyl-[1,1'-biphenyl]-2-carboxylate